BrC=1C=C(C=CC1F)C=CC(=O)C1C(OC(=CC1=O)C)=O 3-[3-(3-bromo-4-fluorophenyl)prop-2-enoyl]-6-methyl-3,4-dihydro-2H-pyran-2,4-dione